NCC1(O)[C@@H](O)[C@H](O)[C@H](O)CO1 1-amino-1-deoxy-fructopyranose